C(C)(C)(C)OC(=O)N1C=NC(=C1)CC(=O)O [1-(t-butoxycarbonyl)-1H-imidazol-4-yl]acetic acid